C(C)(C)OC([C@@H](NP(=O)(OC1=CC=CC=C1)Cl)C)=O N-(chloro(phenoxy)phosphoryl)-L-alanine isopropyl ester